N-(2-bromo-4,5-difluorobenzyl)-2,2-dimethoxyethane-1-amine BrC1=C(CNCC(OC)OC)C=C(C(=C1)F)F